4-({2-chloro-3-[(1-methylcyclopropyl)carbamoyl]phenyl}amino)-N-[(2E)-imidazolidin-2-ylidene]-3-methanesulfinyl-benzamide ClC1=C(C=CC=C1C(NC1(CC1)C)=O)NC1=C(C=C(C(=O)N=C2NCCN2)C=C1)S(=O)C